2-[3-(3,4-Dimethylphenyl)prop-2-enoyl]benzoic acid CC=1C=C(C=CC1C)C=CC(=O)C1=C(C(=O)O)C=CC=C1